FC1=C(C(=C(C(=C1F)F)F)C(=O)O)C(=O)O 3,4,5,6-tetrafluorobenzenedicarboxylic acid